FC(OC1=C(C=CC=C1)[C@@H]1CCN2N1C=1C=C(C=CC1C2=O)C=2C=NC(=NC2)C(C)(C)O)F (S)-3-(2-(difluoromethoxy)phenyl)-6-(2-(2-hydroxypropan-2-yl)pyrimidin-5-yl)-2,3-dihydro-1H,9H-pyrazolo[1,2-a]indazol-9-one